Tri-methylchlorosilan C[Si](Cl)(C)C